NC1(CCN(CC1)C1=CN=C2C(=N1)NN=C2C=2C(=C(C=CC2)N2CCN(CC2)CC=2C(=C1C(N(C(C1=CC2)=O)C2C(NC(CC2)=O)=O)=O)F)Cl)C 5-((4-(3-(6-(4-amino-4-methylpiperidin-1-yl)-1H-pyrazolo[3,4-b]pyrazin-3-yl)-2-chlorophenyl)piperazin-1-yl)methyl)-2-(2,6-dioxopiperidin-3-yl)-4-fluoroisoindoline-1,3-dione